C(C=C)(=O)OCCCCCCCCCOC1=CC=C2C(=C(C(OC2=C1)=O)F)C 9-[(3-fluoro-4-methylcoumarin-7-yl)oxy]nonyl acrylate